FC(C1=NN(C=C1C1=NC2=C(C=C3C(=C2C=2CCCCC12)C=NN3)F)C)F 7-(3-(difluoromethyl)-1-methyl-1H-pyrazol-4-yl)-5-fluoro-8,9,10,11-tetrahydro-3H-pyrazolo[4,3-a]phenanthridine